[6-(5-Fluoro-1H-pyrazol-4-yl)-1-[(2S)-2-hydroxypropyl]pyrrolo[3,2-c]pyridin-3-yl]-(6-methoxychroman-3-yl)methanone FC1=C(C=NN1)C1=CC2=C(C=N1)C(=CN2C[C@H](C)O)C(=O)C2COC1=CC=C(C=C1C2)OC